3-(2-{6-[4-(dibutylcarbamoyl)-1,5-dimethyl-1H-pyrrol-2-yl]-7-{[(3R)-3-methyl-3,4-dihydroisoquinolin-2(1H)-yl]carbonyl}-3,4-dihydroisoquinolin-2(1H)-yl}-2-oxoethyl)benzoic acid C(CCC)N(C(=O)C=1C=C(N(C1C)C)C=1C=C2CCN(CC2=CC1C(=O)N1CC2=CC=CC=C2C[C@H]1C)C(CC=1C=C(C(=O)O)C=CC1)=O)CCCC